methyl 1-[[4-[(3-amino-6-phenyl-2-pyridyl)amino]-2-fluoro-phenyl]carbamoyl]piperidine-4-carboxylate NC=1C(=NC(=CC1)C1=CC=CC=C1)NC1=CC(=C(C=C1)NC(=O)N1CCC(CC1)C(=O)OC)F